6-chloro-2-(4-chlorobenzylthio)-1-(4-(methoxymethoxy)phenyl)-1H-benzo[d]imidazole ClC=1C=CC2=C(N(C(=N2)SCC2=CC=C(C=C2)Cl)C2=CC=C(C=C2)OCOC)C1